ClC=1C=NN(C1C1=CSC2=C1N=C(N=C2N2[C@@H](COCC2)C)C2=C1C(=NC=C2)NC=C1)CC (R)-4-(7-(4-chloro-1-ethyl-1H-pyrazol-5-yl)-2-(1H-pyrrolo[2,3-b]pyridin-4-yl)thieno[3,2-d]pyrimidin-4-yl)-3-methylmorpholine